CN(C)C1=CC=C(C=C1)C(=C2C=CC(=[N+](C)C)C=C2)C3=CC=C(C=C3)N=C=S The molecule is the iminium cation of malachite green isothiocyanate. It has a role as a fluorochrome. It is a tertiary amine and an iminium ion.